OC1=CC=C(C=C1)C1=NC2=CC(=CC(=C2C(C1O)=O)O)O 2-(4-hydroxyphenyl)-3,5,7-trihydroxyquinolin-4-one